C(=O)(OCC1=CC=CC=C1)N[C@@H](COC(C)(C)C)C(=O)O N-carbobenzoxy-O-tert-butyl-L-serine